CC1=CC=C(C=C1)S(=O)(=O)OC1=C2[C@H]3[C@H](C(OC2=CC(=C1)CCCCC)(C)C)CCC(=C3)C (6aR,10aR)-6,6,9-trimethyl-3-pentyl-6a,7,8,10a-tetrahydro-6H-benzo[c]chromen-1-yl 4-methylbenzenesulfonate